(7R,14R)-1-(difluoromethoxy)-11-(6-(dimethylphosphoryl)pyridin-3-yl)-6,7-dihydro-7,14-methanobenzo[f]benzo[4,5]imidazo[1,2-a][1,4]diazocin-5(14H)-one FC(OC1=CC=CC=2C(N[C@H]3C=4N([C@@H](C21)C3)C3=C(N4)C=CC(=C3)C=3C=NC(=CC3)P(=O)(C)C)=O)F